7-(3-(trifluoromethyl)-1H-pyrazol-4-yl)-8,9,10,11-tetrahydro-3H-pyrazolo[4,3-a]phenanthridin-9-amine FC(C1=NNC=C1C1=NC2=CC=C3C(=C2C=2CCC(CC12)N)C=NN3)(F)F